N1(CCC1)C1CCNCC1 4-(azetidin-1-yl)piperidin